ClC1=C(C=CC=C1C1=CC=C(C(=N1)OC)CN1CC(C1)O)C1=C(C(=CC=C1)NC1=NC=CC=2C1=NC=CN2)Cl 1-((6-(2,2'-dichloro-3'-(pyrido[3,4-b]pyrazin-5-ylamino)-[1,1'-biphenyl]-3-yl)-2-methoxypyridin-3-yl)methyl)azetidin-3-ol